FC=1C=C2C(N(C(=NC2=CC1)[C@@H](CCC)N1CCN(CCC1)C)CCC)=O (R)-6-fluoro-2-(1-(4-methyl-1,4-diazepan-1-yl)butyl)-3-propylquinazolin-4(3H)-one